3-methyl-3-(2,4,5-trimethyl-3,6-dioxocyclohex-1,4-dien-1-yl)butanoic acid CC(CC(=O)O)(C)C1=C(C(C(=C(C1=O)C)C)=O)C